CN1CC(CC1)OC(C(OC1=CC=C(C=C1)OC)C1=C(C=CC=C1)Br)=O 2-(2-bromophenyl)-2-(4-methoxyphenoxy)acetic acid-1-methylpyrrolidin-3-yl ester